2,3,5,6-tetrafluoro-4-(methyl-thio)benzoic acid FC1=C(C(=O)O)C(=C(C(=C1F)SC)F)F